CC=1C(=C(C=2CC3=CC=CC=C3C2C1)N(C1=C(C=CC=C1)C1=CC=CC=2OC3=C(C21)C=CC=C3)C3=C(C=CC=C3)C3=CC=CC=2OC1=C(C23)C=CC=C1)C (dimethylfluorenyl)bis(dibenzofuranylphenyl)amine